4-(4-tert-butylphenyl)methylene-2,6-di-tert-butyl-2,5-cyclohexadiene C(C)(C)(C)C1=CC=C(C=C1)C=C1C=C(CC(=C1)C(C)(C)C)C(C)(C)C